3-fluoro-N-methyl-5-(6-(((3aR,5s,6aS)-2-(((R)-tetrahydro-2H-pyran-2-yl)methyl-d2)octahydrocyclopenta[c]pyrrol-5-yl)amino)pyridazin-3-yl)benzamide FC=1C=C(C(=O)NC)C=C(C1)C=1N=NC(=CC1)NC1C[C@@H]2[C@@H](CN(C2)C([2H])([2H])[C@@H]2OCCCC2)C1